3-phenyl-5-(1-phenylallyl)-1,4-dihydropyridine C1(=CC=CC=C1)C1=CNC=C(C1)C(C=C)C1=CC=CC=C1